C(CCC)[Sn](C1=CC=CC(=N1)C#N)(CCCC)CCCC 6-tributylstannylpyridine-2-carbonitrile